(R)-(6-((3,4-dichlorophenyl)sulfonyl)-1-(3,4-difluorophenyl)-4,4a,5,6,7,8-hexahydro-1H-pyrazolo[3,4-g]isoquinolin-4a-yl)(pyridin-2-yl)methanon ClC=1C=C(C=CC1Cl)S(=O)(=O)N1C[C@]2(CC3=C(C=C2CC1)N(N=C3)C3=CC(=C(C=C3)F)F)C(=O)C3=NC=CC=C3